NC=1C=C(C2=C(CN3C4=C(CN2C3)C=C(C=C4C)N)C1)C 2,8-diamino-4,10-dimethyl-6H,12H-5,11-methanodibenzo[1,5]-diazocine